r-dibenzocyclooctyne C1=CC=CC=2C#CCCC3=C(C21)C=CC=C3